3-(3-(2-hydroxyphenyl)imidazo[1,5-a]Pyridin-1-yl)pyridin-4-ol OC1=C(C=CC=C1)C1=NC(=C2N1C=CC=C2)C=2C=NC=CC2O